C1(CC1)[C@H]1COC2=C(CN1C(=O)C1(CCOCC1)C)C=CC(=C2)C#N (3S)-3-cyclopropyl-4-[(4-methyloxan-4-yl)carbonyl]-3,5-dihydro-2H-1,4-benzoxazepine-8-carbonitrile